(2R,3S)-N-(2-amino-4-((4-hydroxybenzyl)amino)phenyl)-2,3-difluoroheptanamide NC1=C(C=CC(=C1)NCC1=CC=C(C=C1)O)NC([C@H]([C@H](CCCC)F)F)=O